11H-benzo[B]fluoren-11-one C1=CC=CC=2C=3C=C4C(=CC3C(C12)=O)C=CC=C4